(RS)-2-[2-fluoro-4-(trifluoromethyl)phenyl]-6-methyl-3-(pyridin-4-yl)-4,5,6,7-tetrahydropyrazolo[1,5-a]pyrazine hydrogen chloride Cl.FC1=C(C=CC(=C1)C(F)(F)F)C1=NN2C(CN[C@@H](C2)C)=C1C1=CC=NC=C1 |r|